O=C1C(=CC(C2=CC=CC=C12)=O)NC1=CC(=C(C(=O)OC)C=C1F)F methyl 4-((1,4-dioxo-1,4-dihydronaphthalen-2-yl)amino)-2,5-difluorobenzoate